1-(1-benzoylpiperidin-4-yl)-3-(3-(trifluoromethyl)phenyl)urea C(C1=CC=CC=C1)(=O)N1CCC(CC1)NC(=O)NC1=CC(=CC=C1)C(F)(F)F